N-(tert-butyl)-4-(3-(2,6-dimethylphenoxy)-1-methyl-2-oxo-1,2-dihydropyridin-4-yl)-6-methyl-7-oxo-6,7-dihydro-1H-pyrrolo[2,3-c]pyridine-2-carboxamide C(C)(C)(C)NC(=O)C1=CC2=C(C(N(C=C2C2=C(C(N(C=C2)C)=O)OC2=C(C=CC=C2C)C)C)=O)N1